COC(=O)C1=CC(=NC=C1)OC 2-methoxy-pyridine-4-carboxylic acid methyl ester